BrCC1=NC(=CC=C1)C1=CC=CC=C1 2-(bromomethyl)-6-phenylpyridine